P(=O)(OC[C@]1(O[C@H]([C@@H]2OC(O[C@@H]21)(C)C)C2=CC=C1C(=NC=NN12)N)C#N)(OC[C@H](CCCCCCCCCCCCCCCCCC)OC1=CC(=CC(=C1)F)C#N)O ((3aS,4R,6S,6aS)-6-(4-aminopyrrolo[2,1-f][1,2,4]triazin-7-yl)-4-cyano-2,2-dimethyltetrahydrofuro[3,4-d][1,3]dioxol-4-yl)methyl ((S)-2-(3-cyano-5-fluorophenoxy)icosyl) hydrogen phosphate